FC1=C(C=CC(=C1)F)C1=C(C(=NC=2CC(CCC12)C1=C(C=NN1C)C)N1CC2(CN(C2)C(C=C)=O)CC1)C 1-(6-(4-(2,4-difluorophenyl)-7-(1,4-dimethyl-1H-pyrazol-5-yl)-3-methyl-5,6,7,8-tetrahydro-2-quinolinyl)-2,6-diazaspiro[3.4]octan-2-yl)-2-propen-1-one